7-chloro-2-methyl-4-[[2-[(2R)-3-(5-chloro-6-oxo-1H-pyridazin-4-yl)-2-methyl-propyl]-2-azaspiro[3.3]heptan-6-yl]methyl]isoindolin-1-one ClC=1C=CC(=C2CN(C(C12)=O)C)CC1CC2(CN(C2)C[C@@H](CC=2C=NNC(C2Cl)=O)C)C1